tert-butyl (2S)-3-(4-aminophenyl)-2-[tert-butoxycarbonyl(methyl)amino]propanoate NC1=CC=C(C=C1)C[C@@H](C(=O)OC(C)(C)C)N(C)C(=O)OC(C)(C)C